ClC=1C=C(C=CC1Cl)CC(=O)N([C@H](CN1CCCC1)C1=CC=CC=C1)C 2-(3,4-dichlorophenyl)-N-methyl-N-[(1S)-1-phenyl-2-(1-pyrrolidinyl)ethyl]acetamide